6-[1-[4-[4-(2-fluoro-4-nitro-phenyl)-1-piperidyl]cyclohexyl]pyrazol-4-yl]-4-(6-spiro[5H-furo[3,4-b]pyridine-7,4'-piperidine]-1'-yl-3-pyridyl)pyrazolo[1,5-a]pyrazine-3-carbonitrile FC1=C(C=CC(=C1)[N+](=O)[O-])C1CCN(CC1)C1CCC(CC1)N1N=CC(=C1)C=1N=C(C=2N(C1)N=CC2C#N)C=2C=NC(=CC2)N2CCC1(CC2)OCC=2C1=NC=CC2